C(CC)C1=CC=C(C=C1)O 4-n-propyl-phenol